N-(1-cyclopentyl-3-cyano-1H-indol-5-yl)-1-methyl-1H-imidazole-4-carboxamide C1(CCCC1)N1C=C(C2=CC(=CC=C12)NC(=O)C=1N=CN(C1)C)C#N